(E)-5-(tert-butoxycarbonyl(methyl)amino)pent-2-enoic acid C(C)(C)(C)OC(=O)N(CC/C=C/C(=O)O)C